N1(CCCCC1)C1CCN(CC1)CC1=CC=C(C=C1)NC(C1=CC(=C(C=C1)I)OC)=O N-(4-([1,4'-bipiperidin]-1'-ylmethyl)phenyl)-4-iodo-3-methoxybenzamide